ClC1=C(C=C(C=C1)CCl)Cl 1,2-Dichloro-4-(chloromethyl)benzene